C1(CC1)C=1C=C(C2=CC=CC=C2C1)N1[13C](=CC2=CC=CC=C12)C1=CC=CC=C1 N-(3-cyclopropylnaphthyl)-2-(phenyl)-indole-13C